ethylenebis(5-oxo-3-pyrrolidinecarboxylic acid) C(CN1CC(CC1=O)C(=O)O)N1CC(CC1=O)C(=O)O